N1=CN=CC(=C1)C(=O)OC(=O)C=1C=NC=NC1 pyrimidine-5-carboxylic anhydride